FC(C(=O)O)(F)F.COC1=CC=C(C=C1)C1=C(N(C=2N=CN=C(C21)N)C)C=2C=NN(C2)C2CCNCC2 5-(4-methoxyphenyl)-7-methyl-6-(1-(piperidin-4-yl)-1H-pyrazol-4-yl)-7H-pyrrolo[2,3-d]pyrimidin-4-amine trifluoroacetate